NCC(CNC(=O)OC(C)(C)C)(C)C N-(3-amino-2,2-dimethylpropyl)(tert-butoxy)carboxamide